heptadecyl eicos-11-enoate C(CCCCCCCCCC=CCCCCCCCC)(=O)OCCCCCCCCCCCCCCCCC